ClC1=C(C2=C(C(=N1)CC)C(=NN2C2CC2)N2[C@@H]1CN([C@H](C2)CC1)C(=O)OC(C)(C)C)F Tert-butyl (1S,4S)-5-(6-chloro-1-cyclopropyl-4-ethyl-7-fluoro-1H-pyrazolo[4,3-c]pyridin-3-yl)-2,5-diazabicyclo[2.2.2]octane-2-carboxylate